Benzyl 2-{[(tert-butoxy)carbonyl](1-methanesulfonylpiperidin-4-yl)amino}acetate C(C)(C)(C)OC(=O)N(CC(=O)OCC1=CC=CC=C1)C1CCN(CC1)S(=O)(=O)C